[Si](C)(C)(C(C)(C)C)OCCOC1=C(C=CC=C1)C=1C=CC(=C(N)C1)C(F)(F)F 5-[2-[2-[tert-butyl(dimethyl)silyl]oxyethoxy]phenyl]-2-(trifluoromethyl)aniline